2,3-dihydro-1H-inden-1-yl-piperidine-4-carboxylic acid C1(CCC2=CC=CC=C12)N1CCC(CC1)C(=O)O